p-(N,N-dimethylamino)aminoethyl-benzyl alcohol CN(C)NCCC1=CC=C(CO)C=C1